N1C[C@@H](CCC1)C1=CC=C(C=C1)NC(=O)C1=NC=C(N=C1)Cl 5-Chloro-pyrazine-2-carboxylic acid ((S)-4-piperidin-3-yl-phenyl)-amide